BrC=1C=CC=2N(C3=CC=CC=C3C2C1)CCCCBr 3-bromo-9-(4-bromobutyl)carbazole